4-nitrophenyl (3-(4-((4-((3-(N-(tert-butyl)sulfamoyl)phenyl)amino)-5-methylpyrimidin-2-yl)amino)phenoxy)propyl)carbamate C(C)(C)(C)NS(=O)(=O)C=1C=C(C=CC1)NC1=NC(=NC=C1C)NC1=CC=C(OCCCNC(OC2=CC=C(C=C2)[N+](=O)[O-])=O)C=C1